4-((4-fluoro-4-(7-fluoro-[1,2,4]triazolo[1,5-a]pyridin-6-yl)piperidin-1-yl)sulfonyl)-1-methyl-1H-pyrazole-5-carbonitrile FC1(CCN(CC1)S(=O)(=O)C=1C=NN(C1C#N)C)C=1C(=CC=2N(C1)N=CN2)F